(R)-6-fluoro-3-methyl-2-(1-(oxetan-3-ylmethyl)piperidin-3-yl)quinazolin-4(3H)-one FC=1C=C2C(N(C(=NC2=CC1)[C@H]1CN(CCC1)CC1COC1)C)=O